3-(propylthio)-6-nitro-[1,2,4]triazolo[4,3-a]pyridine C(CC)SC1=NN=C2N1C=C(C=C2)[N+](=O)[O-]